tert-butyl N-[(1S)-4-(6-bromo-7-fluoro-1-oxo-2-isoquinolyl)-1-methyl-3-oxo-butyl]carbamate BrC=1C=C2C=CN(C(C2=CC1F)=O)CC(C[C@H](C)NC(OC(C)(C)C)=O)=O